C(C1=CC=CC=C1)OC(=O)N1CC=2N=C(OC2C1)C1=C(C(=CC=C1)Br)C 2-(3-bromo-2-methylphenyl)-4,6-dihydro-5H-pyrrolo[3,4-d]oxazole-5-carboxylic acid benzyl ester